perbromocarbazole BrC1=C(C(=C(C=2C3=C(C(=C(C(=C3N(C12)Br)Br)Br)Br)Br)Br)Br)Br